Diphenyl (S)-(3-amino-1-octanamido-3-oxopropyl)phosphonate NC(C[C@@H](NC(CCCCCCC)=O)P(OC1=CC=CC=C1)(OC1=CC=CC=C1)=O)=O